[Na+].C([O-])([O-])=O.[Ca+2].C1(=CC=CC=C1)SC1C(=O)NC(C1)=O phenyl-thio-succinimide calcium carbonate sodium salt